OC1=CC=C2C\C(\C(C2=C1)=O)=C/C1=NC2=CC=CC=C2C=C1 (E)-6-hydroxy-2-(quinolin-2-ylmethylene)-2,3-dihydro-1H-inden-1-one